1-(4-(2-(7,8-dimethyl-[1,2,4]triazolo[1,5-a]pyridin-6-yl)-3-isopropyl-4-methyl-1H-pyrrolo[2,3-c]pyridin-5-yl)piperazin-1-yl)-2-(dimethylamino)ethan-1-one CC1=C(C=2N(C=C1C1=C(C=3C(=CN=C(C3C)N3CCN(CC3)C(CN(C)C)=O)N1)C(C)C)N=CN2)C